CC1=C(C=2N(C=C1C1=C(C(=NN1)C=1SC(=C(N1)C)C1CCN(CC1)CC1CCOCC1)C(C)C)N=CN2)C 2-(5-(7,8-dimethyl-[1,2,4]triazolo[1,5-a]pyridin-6-yl)-4-isopropyl-1H-pyrazol-3-yl)-4-methyl-5-(1-((tetrahydro-2H-pyran-4-yl)methyl)piperidin-4-yl)thiazole